acryloyloxyethylsalicylic acid C(C=C)(=O)OCCOC=1C(C(=O)O)=CC=CC1